CN(C(OC(C)(C)C)=O)C[C@@H]1CCOC2=C1C=CC=C2C2=CC(=NC=C2)C(F)(F)F tert-butyl N-methyl-N-{[(4R)-8-[2-(trifluoromethyl)pyridin-4-yl]-3,4-dihydro-2H-1-benzopyran-4-yl]methyl}carbamate